C1(=C(C=CC=C1)C=CC=C)C tolylbuta-1,3-diene